C(C)O[Si](OCC)(OCC)CCCSSCCC[Si](OCC)(OCC)OCC bis-(triethoxysilylpropyl) disulfide